N-cyanoethyl-N-acetoxyethyl-aniline C(#N)CCN(C1=CC=CC=C1)CCOC(C)=O